(S)-N-(4-Nitrophenylsulfonyl)-2-(2-(5-(([1,1'-biphenyl]-4-yl)methylene)-thiazolidine-2,4-dione-3-yl)acetamido)-3-(4-(4-bromobenzyloxy)phenyl)propionamide [N+](=O)([O-])C1=CC=C(C=C1)S(=O)(=O)NC([C@H](CC1=CC=C(C=C1)OCC1=CC=C(C=C1)Br)NC(CN1C(SC(C1=O)=CC1=CC=C(C=C1)C1=CC=CC=C1)=O)=O)=O